Potassium ((1R)-1-amino-3,7-dimethyloct-6-en-1-yl)trifluoroborate N[C@@H](CC(CCC=C(C)C)C)[B-](F)(F)F.[K+]